5-nitro-2-(1-piperidinyl)pyrimidine [N+](=O)([O-])C=1C=NC(=NC1)N1CCCCC1